O1CC(CC12CNCC2)OC(NC=2N=CC1=CC(=C(C=C1C2)C2=C(C1=C(OCCN1)N=C2)C)F)=O 1-Oxa-7-azaspiro[4.4]nonan-3-yl-(7-fluoro-6-(8-methyl-2,3-dihydro-1H-pyrido[2,3-b][1,4]oxazin-7-yl)isochinolin-3-yl)carbamat